(S)-N-(5-methyl-4-oxo-7-(7-oxa-2-azaspiro[3.5]non-2-yl)-2,3,4,5-tetrahydrobenzo[b][1,4]oxazepin-3-yl)-4-phenoxypyridineamide CN1C2=C(OC[C@@H](C1=O)NC(=O)C1=NC=CC(=C1)OC1=CC=CC=C1)C=CC(=C2)N2CC1(C2)CCOCC1